C(C)(=O)OCC=CCCCCCCCCCC=CCCCC 2,13-octadecadien-1-ol acetate